P(=O)(OCCCCCCCCCC)(OCCCCCN(CCCCCCCCCCC)CCCCCCCCCCC)[O-] decyl (5-(diundecylamino)pentyl) phosphate